CN1C(C(CCC1(C)C)C(C(O)(O)C1C(N(C(CC1)(C)C)C)(C)C)CCCCCCCC)(C)C bis(1,2,2,6,6-pentamethylpiperidinyl)decanediol